N=1C=CN2C1C(=CC=C2)CCC2=CN=C(C=C2C=O)OC 5-(2-(imidazo[1,2-a]pyridin-8-yl)ethyl)-2-methoxyisonicotinaldehyde